cyclobutyl 3,5-dimethylpiperazine-1-carboxylate CC1CN(CC(N1)C)C(=O)OC1CCC1